N[C@@H]1CN(C[C@H](C1)OC)C1=C2C(=C(NC2=C(C=C1F)C(=O)N)C)C 4-((3s,5s)-3-amino-5-methoxypiperidin-1-yl)-5-fluoro-2,3-dimethyl-1H-indole-7-carboxamide